NCC1=C(NC2=C(C=CC=C2C1=O)F)C1=CC=CC=C1 3-aminomethyl-8-fluoro-2-phenylquinolin-4(1H)-one